(2-chloro-4-((2-(difluoromethyl)benzofuran-7-yl)oxy)phenyl)(4-(((3R,6S)-6-(Hydroxymethyl)tetrahydro-2H-pyran-3-yl)amino)-7H-pyrrolo[2,3-d]pyrimidin-5-yl)methanone ClC1=C(C=CC(=C1)OC1=CC=CC=2C=C(OC21)C(F)F)C(=O)C2=CNC=1N=CN=C(C12)N[C@H]1CO[C@@H](CC1)CO